3-ethyl-1-vinyl-1H-imidazole acetate C(C)(=O)O.C(C)N1CN(C=C1)C=C